(3-(3-methyl-4-nitrophenoxy)phenyl)methanol CC=1C=C(OC=2C=C(C=CC2)CO)C=CC1[N+](=O)[O-]